5-{4-chloro-6-[(3R,5S)-3,5-dimethylpiperazin-1-yl]-1,8-naphthyridin-2-yl}-2,7-dimethylindazol-6-ol ClC1=CC(=NC2=NC=C(C=C12)N1C[C@H](N[C@H](C1)C)C)C1=CC2=CN(N=C2C(=C1O)C)C